N'-(4-(3-((3-cyanobenzyl)oxy)oxetan-3-yl)-2,5-dimethylphenyl)-N-ethyl-N-methylformimidamide C(#N)C=1C=C(COC2(COC2)C2=CC(=C(C=C2C)N=CN(C)CC)C)C=CC1